1-N-(2-((1r,4r)-4-(hydroxymethyl)cyclohexyl)-6-methoxy-2H-indazol-5-yl)-4-(trifluoromethyl)pyrimidine-5-carboxamide OCC1CCC(CC1)N1N=C2C=C(C(=CC2=C1)N1CN=C(C(=C1)C(=O)N)C(F)(F)F)OC